C(C)OC(CCCCCCC)OCC 1,1-diethoxy-octane